dimethyl 5-[3-(dimethylamino)propylcarbamoyl]benzene-1,3-dicarboxylate CN(CCCNC(=O)C=1C=C(C=C(C1)C(=O)OC)C(=O)OC)C